(4-(hydroxymethyl)piperidin-4-yl)carbamic acid tert-butyl ester acetate C(C)(=O)O.C(C)(C)(C)OC(NC1(CCNCC1)CO)=O